C1(CC1)C(=O)NC1=NC=C(C(=C1)NC=1C=NN2C1C(=C(C=C2)C(=O)OC)OC)C(NC([2H])([2H])[2H])=O Methyl 3-((2-(cyclopropanecarboxamido)-5-((methyl-d3) carbamoyl) pyridin-4-yl) amino)-4-methoxypyrazolo[1,5-a]pyridine-5-carboxylate